1-[5-(2-chloro-3,3,3-trifluoroprop-1-en-1-yl)-1-methyl-1H-imidazol-2-yl]-2-(ethylthio)-ethan-1-one ClC(=CC1=CN=C(N1C)C(CSCC)=O)C(F)(F)F